methyl 4-(2-{5-[(3R,5R)-3-amino-5-fluoropiperidine-1-carbonyl]-7-methoxy-1-methyl-1H-1,3-benzodiazol-2-yl}-1-(cyclopropylmethyl)-1H-pyrrolo[2,3-b]pyridin-6-yl)-2-fluorobenzoate N[C@H]1CN(C[C@@H](C1)F)C(=O)C1=CC2=C(N(C(=N2)C2=CC=3C(=NC(=CC3)C3=CC(=C(C(=O)OC)C=C3)F)N2CC2CC2)C)C(=C1)OC